NC=1N=NC(=CC1C=1C=NN(C1)C1C[C@H]2COC[C@@H](C1)N2C(=O)OC(C)(C)C)C2=C(C=CC=C2)OCOC tert-butyl (1R,5S,7s)-7-(4-(3-amino-6-(2-(methoxymethoxy)phenyl)pyridazin-4-yl)-1H-pyrazol-1-yl)-3-oxa-9-azabicyclo[3.3.1]nonane-9-carboxylate